2-(3-(4-(tert-butoxycarbonyl)-2,3,6-trifluorophenyl)-3-oxopropyl)morpholine-4-carboxylic acid C(C)(C)(C)OC(=O)C1=C(C(=C(C(=C1)F)C(CCC1CN(CCO1)C(=O)O)=O)F)F